tert-butyl 3-(4-aminophenyl)pyrrolidine-1-carboxylate NC1=CC=C(C=C1)C1CN(CC1)C(=O)OC(C)(C)C